CC1=C(N2C=CC(=C2C=C1C(=O)O)C1=CC=NN1)C(C)N1CCOCC1 6-methyl-5-(1-morpholinylethyl)-1-(1H-pyrazol-5-yl)indolizine-7-carboxylic acid